Methyl 2-chloro-5-(N-methyl-3-(3-methyl-4-(carbamoyl)phenyl)pyrazolo[1,5-a]pyridine-5-carboxamido)benzoate ClC1=C(C(=O)OC)C=C(C=C1)N(C(=O)C1=CC=2N(C=C1)N=CC2C2=CC(=C(C=C2)C(N)=O)C)C